CN(C(C=C)=O)C=1C=C2CCC(C2=CC1)NC1=CC=C(C=C1)C(F)(F)F N-methyl-N-(1-((4-(trifluoromethyl)phenyl)amino)-2,3-dihydro-1H-inden-5-yl)acrylamide